5-[4-amino-5-(trifluoromethyl)pyrrolo[2,1-f][1,2,4]triazin-7-yl]-4-fluoro-N-[(3R,4S)-4-fluoro-1-(2,4,5-trifluorobenzoyl)pyrrolidin-3-yl]-2-methylbenzamide NC1=NC=NN2C1=C(C=C2C=2C(=CC(=C(C(=O)N[C@@H]1CN(C[C@@H]1F)C(C1=C(C=C(C(=C1)F)F)F)=O)C2)C)F)C(F)(F)F